The molecule is a 1,2-diacyl-sn-glycerol 3-phosphate(2-) obtained by deprotonation of the phosphate OH groups of 1,2-dioctanoyl-sn-glycero-3-phosphate; major species at pH 7.3. It derives from an octanoate. It is a conjugate base of a 1,2-dioctanoyl-sn-glycero-3-phosphate. CCCCCCCC(=O)OC[C@H](COP(=O)([O-])[O-])OC(=O)CCCCCCC